Cyclopropane-1,1-diylbis(methylene) dimethanesulfonate CS(=O)(=O)OCC1(CC1)COS(=O)(=O)C